C1(=CC=CC=2C3=CC=CC=C3CC12)C(C1=CC=CC=N1)(C1=CC=CC=2C3=CC=CC=C3CC12)C1=CC=CC=2C3=CC=CC=C3CC12 6-[tris(fluorenyl)methyl]Pyridine